C1(=CC(=CC=C1)C1=NC(=NC(=C1)C1=CC=C(C=C1)C1=C(C=CC2=CC=CC=C12)Cl)C1=CC=CC=C1)C1=CC=CC=C1 4-([1,1'-biphenyl]-3-yl)-6-(4-(2-chloronaphthalen-1-yl)phenyl)-2-phenylpyrimidine